C(C)(=O)N1CC=2N(CC1)C(=NC2C=2C=CC=C1C=C(N=CC21)C=2C=CC(=NC2)C(=O)NC\C=C\C2=C1CN(C(C1=CC=C2)=O)C2C(NC(CC2)=O)=O)C(C)C (E)-5-(8-(7-Acetyl-3-isopropyl-5,6,7,8-tetrahydroimidazo[1,5-a]pyrazin-1-yl)isoquinolin-3-yl)-N-(3-(2-(2,6-dioxopiperidin-3-yl)-1-oxoisoindolin-4-yl)allyl)picolinamide